NC(C(=O)O)(CCCCB(O)O)CCCCN1CCNCC1 2-amino-6-borono-2-(4-(piperazin-1-yl)butyl)hexanoic acid